S1C(=C(C=C1)C(=O)[O-])C(=O)ONC(NC1=C(C=C(C(=C1)OCC=1C(=C(C=C2C=CC=NC12)F)F)OC)F)=O ({{5-[(6,7-difluoroquinolin-8-yl) methoxy]-2-fluoro-4-methoxyphenyl} carbamoyl} amino) thiophene-2,3-dicarboxylate